C(C)OC1=CC=C(C=C1)C=1C(N=CC=CC1)C1=CC(=C(C(=C1)OC)OC)OC 3-(4-ethoxyphenyl)-2-(3,4,5-trimethoxyphenyl)-2H-azepine